OC[C@H](CC1=CC=C(C=C1)[N+](=O)[O-])NC(OC(C)(C)C)=O (S)-tert-butyl (1-hydroxy-3-(4-nitrophenyl)propan-2-yl)carbamate